(5S*,8R*)-N-(2-chloro-4-fluorobenzyl)-5-fluoro-8-hydroxy-8-((3-methoxyazetidin-1-yl)methyl)-5,6,7,8-tetrahydro-quinoline-5-carboxamide ClC1=C(CNC(=O)[C@]2(C=3C=CC=NC3[C@@](CC2)(CN2CC(C2)OC)O)F)C=CC(=C1)F |o1:7,14|